ClC1=NC=2C=CC3=C(C2N=C1)C=CC=C3 3-chlorobenzo[f]Quinoxaline